N(=[N+]=[N-])C[C@H](CCC(=O)OC)NC(=O)OC(C)(C)C methyl (S)-5-azido-4-((tert-butoxycarbonyl)amino)pentanoate